FC=1C=C(CN2C(=NC3=C2C=CC=C3)C3CCN(CC3)C(=O)C3=CSC2=C3N=CN=C2NC2=CC(=CC=C2)F)C=CC1 (4-(1-(3-fluorobenzyl)-1H-benzo[d]imidazol-2-yl)piperidin-1-yl)(4-((3-fluorophenyl)amino)thieno[3,2-d]pyrimidin-7-yl)methanone